(S)-3-oxo-2-(3-(2-oxopyrrolidin-1-yl)bicyclo[1.1.1]pentan-1-yl)hexahydroimidazo[1,5-a]pyrazin O=C1N(C[C@H]2N1CCNC2)C21CC(C2)(C1)N1C(CCC1)=O